CN1C[C@@H]([C@H](CC1)NC(=O)C1=CC(=CC=2C(=COC21)C(C(F)(F)F)O)C#CCNC2=C(C=C(C=C2)S(=O)(=O)C)OC)C N-[(3S,4S)-1,3-Dimethyl-4-piperidyl]-5-[3-(2-methoxy-4-methylsulfonyl-anilino)prop-1-ynyl]-3-(2,2,2-trifluoro-1-hydroxy-ethyl)benzofuran-7-carboxamide